CN(NC)CC=1N(C2=CC=CC=C2C1)C(C(=O)O)(N(C(CCOCCOCCNC(NCCNC(CC)=O)=S)=O)C)C (2-((1,2-Dimethylhydrazino)methyl)-1H-indol-1-yl)-2,3-dimethyl-4,19-dioxo-14-thioxo-7,10-dioxa-3,13,15,18-tetraazaheneicosane-1-oic acid